(3R,4S,5R)-4-(benzoyloxy)-5-((benzoyloxy)methyl)tetrahydrofuran-2,3-diyl diacetate C(C)(=O)OC1O[C@@H]([C@@H]([C@H]1OC(C)=O)OC(C1=CC=CC=C1)=O)COC(C1=CC=CC=C1)=O